(S)-4-(5-(5-chloro-1-methyl-2-oxo-1,2-dihydropyridin-3-yl)-6-(4-chlorophenyl)-2-(2,4-dimethoxypyrimidin-5-yl)-4-oxo-5,6-dihydropyrrolo[3,4-d]imidazol-1(4H)-yl)butanoic acid ClC=1C=C(C(N(C1)C)=O)N1[C@H](C=2N(C(=NC2C1=O)C=1C(=NC(=NC1)OC)OC)CCCC(=O)O)C1=CC=C(C=C1)Cl